2-[5-[(3R)-3-amino-5-[(4-chlorophenyl)methyl]-1,1,4-trioxo-2,3-dihydro-1λ6,5-benzothiazepin-7-yl]-1,3,4-oxadiazol-2-yl]-2-methoxy-acetonitrile N[C@H]1CS(C2=C(N(C1=O)CC1=CC=C(C=C1)Cl)C=C(C=C2)C2=NN=C(O2)C(C#N)OC)(=O)=O